OC1=C(C=C(C=C1)NC(C1=CC=C(C=C1)SCCC1=CC=C(C=C1)SC)=O)S(=O)(=O)C N-(4-hydroxy-3-(methylsulfonyl)phenyl)-4-((4-(methylsulfanyl)phenethyl)thio)benzamide